NC1=NC=C(C=C1N[C@@H]([C@@H](C(=O)OC)NC(=O)OC(C)(C)C)C)Br (2S,3R)-methyl 3-((2-amino-5-bromopyridin-3-yl)amino)-2-((tert-butoxycarbonyl)amino)butanoate